2-(5-chlorobenzofuran-2-yl)-5-(butyldithio)-1,3,4-oxadiazole ClC=1C=CC2=C(C=C(O2)C=2OC(=NN2)SSCCCC)C1